(2R)-7-fluoro-2-methyl-9-nitro-1,2,3,4-tetrahydro-1,4-benzodiazepin-5-one FC=1C=C(C2=C(C(NC[C@H](N2)C)=O)C1)[N+](=O)[O-]